OC1CN(C1)C(=O)C=1C=CC(=NC1)NC1=C2C(=NC(=C1)OC=1C(=CC(=NC1)C#N)C)N(C=N2)C 5-[7-[[5-(3-hydroxyazetidine-1-carbonyl)-2-pyridyl]amino]-3-methyl-imidazo[4,5-b]pyridin-5-yl]oxy-4-methyl-pyridine-2-carbonitrile